4-chloro-3-(3,3-difluoro-4-methyl-pyrrolidin-1-yl)-1H-indazole ClC1=C2C(=NNC2=CC=C1)N1CC(C(C1)C)(F)F